C(C(=C)C)(=O)OCC(CS(=O)(=O)O)O 3-methacryloyloxy-2-Hydroxypropanesulfonic acid